C1(CC1)C#C[C@@]1(NC(NC2=CC(=CC=C12)CC1=CN=C(NC1=O)C)=O)C(F)(F)F (S)-4-(cyclopropylethynyl)-7-((2-methyl-6-oxo-1,6-dihydropyrimidin-5-yl)methyl)-4-(trifluoromethyl)-3,4-dihydroquinazolin-2(1H)-one